acryloxypropyl phosphonoacetate P(=O)(O)(O)CC(=O)OCCCOC(C=C)=O